COC=1C=C(\C=C\2/COC3=C(C=C(C=C3C2=O)CN2\C(\N(C=C2)C)=N\C(OC(C)(C)C)=O)C2=CC=C(C=C2)F)C=C(C1)OC tert-Butyl ((E)-1-((3-((E)-3,5-dimethoxybenzylidene)-8-(4-fluorophenyl)-4-oxochroman-6-yl)methyl)-3-methyl-1,3-dihydro-2H-imidazol-2-ylidene)carbamate